[2,4'-bipyridine]-6-carboxamide N1=C(C=CC=C1C(=O)N)C1=CC=NC=C1